BrC1=CC=C(C(=N1)NC(=O)[C@@H]1[C@@H]2C[C@@H]2CN1C(=O)OC(C)(C)C)C tert-butyl (1R,2S,5S)-2-((6-bromo-3-methylpyridin-2-yl)carbamoyl)-3-azabicyclo[3.1.0]hexane-3-carboxylate